3-ureido-1-dimethylaminobenzene N(C(=O)N)C=1C=C(C=CC1)N(C)C